(S)-tert-butyl (2-(trimethylsilyl)ethyl) (1-(3-([1,1'-biphenyl]-4-ylmethyl)-1,2,4-oxadiazol-5-yl)pentane-1,5-diyl)dicarbamate C1(=CC=C(C=C1)CC1=NOC(=N1)[C@H](CCCCNC(OCC[Si](C)(C)C)=O)NC(OC(C)(C)C)=O)C1=CC=CC=C1